3-(3-bromo-1H-1,2,4-triazol-5-yl)-3-(2,3,4-trifluorophenoxy)propan-1-ol BrC1=NNC(=N1)C(CCO)OC1=C(C(=C(C=C1)F)F)F